oxahept-3-ylamine OCC(CCCC)N